aminoaminosilane NN[SiH3]